COC(CC1CN(C(C=2N(C1)N=C1C2CN(CC1)C(NC1=CC(=C(C=C1)F)Cl)=O)=O)C)=O 2-(2-((3-chloro-4-fluorophenyl)carbamoyl)-10-methyl-11-oxo-1,3,4,7,8,9,10,11-octahydro-2H-pyrido[4',3':3,4]Pyrazolo[1,5-a][1,4]Diazepin-8-yl)acetic acid methyl ester